[Si](C)(C)(C(C)(C)C)OCC1(CC1)CO (1-(((T-butyldimethylsilyl)oxy)methyl)cyclopropyl)methanol